4-chloro-8-nitroindolo[2,1-b]quinazoline-6,12-dione ClC=1C=CC=C2C(N3C(=NC12)C(C1=CC(=CC=C13)[N+](=O)[O-])=O)=O